CC1=C(C2=CC=CC=C2C=C1)[N+]#[C-] 2-methyl-1-naphthylisocyanide